(3S)-3-((2-methoxy-2-oxo-1-phenylethyl)(methyl)amino)pyrrolidine-1-carboxylic acid tert-butyl ester C(C)(C)(C)OC(=O)N1C[C@H](CC1)N(C)C(C(=O)OC)C1=CC=CC=C1